ClCC=1C=CC2=C(N(C(=N2)C)C=2SC=CC2)C1 6-(chloromethyl)-2-(2-methyl-1H-benzimidazol-1-yl)thiophen